3-(4-methoxyphenyl)acrylamide COC1=CC=C(C=C1)C=CC(=O)N